C(C)(C)(C)OC(=O)N1C(C2(COCC(N2)=O)CCC1)COC1CCC(CC1)C=1C(=NC=CC1C)O 2-Oxo-7-({[(1s,4s)-4-(2-hydroxy-4-methylpyridin-3-yl)cyclohexyl]oxy}methyl)-4-oxa-1,8-diazaspiro[5.5]undecane-8-carboxylic acid tert-butyl ester